3,6-diisopropyl-1,4-dioxane-2,5-dione C(C)(C)C1C(OC(C(O1)=O)C(C)C)=O